C(CC=C)C1=NC(=NO1)CC1CN(CCC1)C(=O)OC(C)(C)C tert-butyl 3-((5-(but-3-en-1-yl)-1,2,4-oxadiazol-3-yl)methyl)piperidine-1-carboxylate